(4-(3-(trifluoromethyl)-3H-diazirin-3-yl)phenoxy)methyl 3-(3-(trifluoromethyl)-3H-diazirin-3-yl)benzoate FC(C1(N=N1)C=1C=C(C(=O)OCOC2=CC=C(C=C2)C2(N=N2)C(F)(F)F)C=CC1)(F)F